OC(C)(C)[C@@H]1CC[C@H](CC1)NC(C1=CC=C(C=C1)C1=NC=C(C2=C1C=CO2)C)=O N-[trans-4-(2-hydroxypropan-2-yl)cyclohexyl]-4-(7-methylfuro[3,2-c]pyridin-4-yl)benzamide